3-(1-(3,3-difluorocyclohexyl)ethyl)-1-ethyl-1-((R)-1-(3-(8-methoxyimidazo[1,2-a]pyrazin-6-yl)phenyl)ethyl)urea FC1(CC(CCC1)C(C)NC(N([C@H](C)C1=CC(=CC=C1)C=1N=C(C=2N(C1)C=CN2)OC)CC)=O)F